4-(4-(4-Aminoazepan-1-yl)-8-fluoro-2-(((2R,7aS)-2-fluorotetrahydro-1H-pyrrolizin-7a(5H)-yl)methoxy)pyrido[4,3-d]pyrimidin-7-yl)-5-ethyl-6-fluoronaphthalen-2-ol NC1CCN(CCC1)C=1C2=C(N=C(N1)OC[C@]13CCCN3C[C@@H](C1)F)C(=C(N=C2)C2=CC(=CC1=CC=C(C(=C21)CC)F)O)F